OC(CCCC(C)[C@H]1CCC2C3CC=C4C[C@H](CC[C@@]4(C3CC[C@]12C)C)O)(C)C (3S,10R,13R,17R)-17-(5-hydroxy-1,5-dimethyl-hexyl)-10,13-dimethyl-2,3,4,7,8,9,11,12,14,15,16,17-dodecahydro-1H-cyclopenta[a]phenanthren-3-ol